2-[2-oxo-2-[(2S)-(trifluoromethyl)pyrrolidin-1-yl]ethyl]isoindolin-1-one O=C(CN1C(C2=CC=CC=C2C1)=O)N1[C@@H](CCC1)C(F)(F)F